BrC1=CC=C(C=C1)C=1N=NC(=C(C1C)SC)C 3-(4-bromophenyl)-4,6-dimethyl-5-(methylthio)pyridazine